benzyl (E)-2-(4-((5-(dimethylamino)thiophen-2-yl)methylene)-5-oxo-4,5-dihydroisoxazol-3-yl)acetate CN(C1=CC=C(S1)\C=C\1/C(=NOC1=O)CC(=O)OCC1=CC=CC=C1)C